octylphenol-d4 C(CCCCCCC)C1=C(C(=C(C(=C1O)[2H])[2H])[2H])[2H]